(5-{[2-(4-chlorophenyl)imidazo[1,2-a]pyridin-3-yl]methyl}-2,5-diazabicyclo[2.2.2]oct-2-yl)-(cyclobutyl)methanone ClC1=CC=C(C=C1)C=1N=C2N(C=CC=C2)C1CN1C2CN(C(C1)CC2)C(=O)C2CCC2